C(C)N(C(CCCC)=O)C N-ethyl-N-methylpentanamide